FC(C(C)([SiH](Cl)Cl)F)F trifluoroisopropyl-dichlorosilane